2-ethyl-N-[(1S)-1-(4-methylcyclohexyl)-2-oxo-2-(1H-pyrazol-4-ylamino)ethyl]pyrazole-3-carboxamide C(C)N1N=CC=C1C(=O)N[C@H](C(NC=1C=NNC1)=O)C1CCC(CC1)C